NCCS(=O)(=O)OC(C=C(C)C)=O dimethylacryloyl taurate